(Z)-3-CYCLOPROPYLBUT-2-ENOIC ACID C1(CC1)\C(=C/C(=O)O)\C